CC1(CC2(C(NC(O2)C2CCCCCCCCCC2)=O)CC(N1)(C)C)C 7,7,9,9-tetramethyl-2-cycloundecyl-1-oxa-3,8-diaza-4-oxospiro-[4.5]decane